FC(C=1C(=C(C=CC1)[C@@H](C)NC=1C2=C(N=C(N1)C)N=C(C(=C2)N2CC1(CN(C1)C(C)=O)C2)C)F)F 1-{6-[4-({(1R)-1-[3-(difluoromethyl)-2-fluorophenyl]ethyl}amino)-2,7-dimethylpyrido[2,3-d]pyrimidin-6-yl]-2,6-diazaspiro[3.3]hept-2-yl}ethan-1-one